2,3-dihydro-N-(8-methyl-8-azabicyclo[3.2.1]oct-3-yl)-2-oxo-1H-benzimidazole-1-carboxamide CN1C2CC(CC1CC2)NC(=O)N2C(NC1=C2C=CC=C1)=O